6-(1-benzylpyrazol-4-yl)-3-methyl-2,3,4,5-tetrahydropyridine C(C1=CC=CC=C1)N1N=CC(=C1)C=1CCC(CN1)C